S=C1SCCN1 (4R)-(-)-2-thioxothiazolidine